2,2-dimethyl-1,3-pentanediol dibenzoate C(C1=CC=CC=C1)(=O)OCC(C(CC)OC(C1=CC=CC=C1)=O)(C)C